C(C(C)(C)C)(=O)O.C(C(C)(C)C)(=O)O.C(C(C)(C)C)(=O)O.C(O)C(CC)(CO)CO trimethylolpropane tripivalate